(R)-(5-(5-methoxypyridin-2-yl)-1,3,4-oxadiazol-2-yl)(4-(4-(trifluoromethyl)pyrazolo[1,5-a]pyridin-2-yl)-6,7-dihydro-1H-imidazo[4,5-c]pyridin-5(4H)-yl)methanone COC=1C=CC(=NC1)C1=NN=C(O1)C(=O)N1[C@H](C2=C(CC1)NC=N2)C2=NN1C(C(=CC=C1)C(F)(F)F)=C2